2,5,5-trimethyl-2-(4,8,12-trimethyltridec-3-en-1-yl)-1,3-dioxane CC1(OCC(CO1)(C)C)CCC=C(CCCC(CCCC(C)C)C)C